CC1=C(C=NN1C1=CC=NC=C1)N 5-methyl-1-(pyridin-4-yl)-1H-pyrazol-4-amine